C=1N=CN2C1C1=CC=CC=C1[C@@H]2[C@]2(CCCC=1C=CN=CC21)O (R)-8-((R)-5H-imidazo[5,1-a]isoindol-5-yl)-5,6,7,8-tetrahydroisoquinolin-8-ol